tert-butyl-(1R,3S,5S)-3-[(6-iodopyridazin-3-yl)(methyl)amino]-8-azabicyclo[3.2.1]octane-8-carboxylate C(C)(C)(C)OC(=O)N1[C@H]2CC(C[C@@H]1CC2)N(C)C=2N=NC(=CC2)I